5-[5-chloro-2-[(3R)-3-[3-(dimethylamino)propyl]-3,4-dihydro-1H-isoquinoline-2-carbonyl]phenyl]-1,2-dimethyl-pyrrole-3-carboxylic acid ClC=1C=CC(=C(C1)C1=CC(=C(N1C)C)C(=O)O)C(=O)N1CC2=CC=CC=C2C[C@H]1CCCN(C)C